N-(4-(morpholinomethyl)phenyl)-5-propionamido-1H-indazole-3-carboxamide O1CCN(CC1)CC1=CC=C(C=C1)NC(=O)C1=NNC2=CC=C(C=C12)NC(CC)=O